S1(OCCCO1)(=O)=O [1,2,6]thiadioxane 1,1-dioxide